1-(benzyl-(2-hydroxyethyl)amino)propan-2-ol C(C1=CC=CC=C1)N(CC(C)O)CCO